5-cyano-3-methyl-6-(trifluoromethyl)picolinic acid C(#N)C=1C=C(C(=NC1C(F)(F)F)C(=O)O)C